(S)-methyl-2-((S)-3-cyclopropyl-2-(7-fluoro-4-methoxy-1H-indole-2-carboxamido)propanamido)-3-((R)-5,5-dimethyl-2-oxopyrrolidin-3-yl)propanoate COC([C@H](C[C@H]1C(NC(C1)(C)C)=O)NC([C@H](CC1CC1)NC(=O)C=1NC2=C(C=CC(=C2C1)OC)F)=O)=O